C(C)OC(=O)C1NC2=CC(=C(C=C2C1)O)O 5,6-dihydroxyindoline-2-carboxylic acid ethyl ester